NC1=NC2=C(C3=CN=CC=C13)C=C(C=C2)C(=O)N([C@@H]2COC1=C2C=CC(=C1)C(F)(F)F)C 5-amino-N-methyl-N-((3S)-6-(trifluoromethyl)-2,3-dihydro-1-benzofuran-3-yl)-benzo[c][2,6]naphthyridine-9-carboxamide